[Cl-].C[N+](CCC[Si](OC)(OC)OC)(CCCCCCCCCCCCCCCC)C dimethylhexadecyl[3-(trimethoxysilyl)propyl]ammonium chloride